(+/-)-3-(3-bromophenyl)butanoyl-hydrazine BrC=1C=C(C=CC1)[C@@H](CC(=O)NN)C |r|